R-(3,3'-dibromo-1,1'-binaphthyl) BrC=1C=C(C2=CC=CC=C2C1)C1=CC(=CC2=CC=CC=C12)Br